cis-trans-2-pentene C\C=C/CC